C(C)(C)N1CCN(CC1)CC=1NC2=NC(=NC(=C2N1)N1CCOCC1)N1N=C(C=C1)C=1C=C(C=CC1)C 4-(8-((4-isopropylpiperazin-1-yl)methyl)-2-(3-(m-tolyl)-1H-pyrazol-1-yl)-9H-purin-6-yl)morpholine